FC1=CC=C(C=C1)N1N=NC(=C1C1=CC=NC=C1)C(=O)OCC ethyl 1-(4-fluorophenyl)-5-(pyridin-4-yl)-1H-1,2,3-triazole-4-carboxylate